[2-(4-cyclopropyl-6-methoxy-pyrimidin-5-yl)-4-[[4-[1-isopropyl-4-(trifluoromethyl)imidazol-2-yl]-3-methoxy-phenyl]amino]pyrimidin-5-yl]methanesulfonic acid C1(CC1)C1=NC=NC(=C1C1=NC=C(C(=N1)NC1=CC(=C(C=C1)C=1N(C=C(N1)C(F)(F)F)C(C)C)OC)CS(=O)(=O)O)OC